ClC1=CC(=CC(=N1)N1CCN(CC1)S(=O)(=O)C1=CC=C(C=C1)N1C(OC(C1)CNC)=O)C(F)(F)F 3-[4-[4-[6-Chloro-4-(trifluoromethyl)-2-pyridyl]piperazin-1-yl]sulfonylphenyl]-5-(methylaminomethyl)oxazolidin-2-one